[Au].Cl.CN(CCCN=C=NCC)C 1-(3-dimethylaminopropyl)-3-ethylcarbodiimide hydrochloride gold